CC1C(OCC1)C(=O)O 3-methyltetrahydrofuran-2-carboxylic acid